O([C@H]1[C@H](O)[C@@H](O)[C@H](O)[C@H](O1)CO)C1=C(C=CC=C1)[N+](=O)[O-] 2-Nitrophenyl β-D-glucopyranoside